ClC1=C(C(=CC=C1)OC)C1(CC1)C(=O)N[C@H](C(=O)O)CCN(CCCCC1=NC=2NCCCC2C=C1)CCOCC (S)-2-(1-(2-chloro-6-methoxyphenyl)cyclopropane-1-carboxamido)-4-((2-ethoxyethyl)(4-(5,6,7,8-tetrahydro-1,8-naphthyridin-2-yl)butyl)amino)butanoic acid